C(C(=C)C)(=O)OCCC[SiH](OCC)OCC γ-methacryloxypropyl-diethoxysilane